C(C)(C)(C)OC(=O)N1CC(C1)\C=C\C1=CC=C(C=C1)C(F)(F)F 3-[(E)-2-[4-(trifluoromethyl)phenyl]vinyl]azetidine-1-carboxylic acid tert-butyl ester